4-acetylaminostilbene C(C)(=O)NC1=CC=C(C=C1)C=CC1=CC=CC=C1